3-fluoro-N-(2,4,5-trifluoro-3-iodophenyl)propane-1-sulfonamide FCCCS(=O)(=O)NC1=C(C(=C(C(=C1)F)F)I)F